FC1=CC(=CC2=CN(N=C12)C)N1C(C2=C(C1)C=C(S2)C2CCNCC2)=O 5-(7-fluoro-2-methylindazol-5-yl)-2-(piperidin-4-yl)-4H-thieno[2,3-c]pyrrol-6-one